N-(2-((2'-(2-(methylamino)ethoxy)-[1,1'-biphenyl]-3-yl)methyl)-piperidin-3-yl)methanesulfonamide dihydrochloride Cl.Cl.CNCCOC1=C(C=CC=C1)C1=CC(=CC=C1)CC1NCCCC1NS(=O)(=O)C